(R)-tert-butyl (8-(thiazol-5-yl)chroman-4-yl)methylcarbamate S1C=NC=C1C=1C=CC=C2[C@@H](CCOC12)CNC(OC(C)(C)C)=O